ethanoic propionic anhydride C(CC)(=O)OC(C)=O